CC1=NC(=C2N=CNC2=N1)NCC1=CC=C(O1)C(=O)OCC ethyl 5-(((2-methyl-9H-purin-6-yl)amino)methyl)furan-2-carboxylate